(S)-2-((((9H-fluoren-9-yl)methoxy)carbonyl)amino)-5-aminopentanoic acid hydrochloride Cl.C1=CC=CC=2C3=CC=CC=C3C(C12)COC(=O)N[C@H](C(=O)O)CCCN